CNCCCN1N=CC(=C1)C=1NC=CC1 2-(1-(3-methylaminopropyl)-1H-pyrazol-4-yl)-1H-pyrrole